(S)-quinuclidin-3-yl (7-(3-ethoxyphenyl)chroman-4-yl)carbamate C(C)OC=1C=C(C=CC1)C1=CC=C2C(CCOC2=C1)NC(O[C@@H]1CN2CCC1CC2)=O